CC1=CC2=C(N=C(S2)C2=CC=C(C=C2)C(C(=O)N)CCCCC)C=C1 (4-(6-methylbenzo[d]thiazol-2-yl)phenyl)heptanamide